COC1=C(N(C2=CC=CC=C2C1=O)C)C1=CC=C(C=C1)OCC(CN1[C@@H](CCC1)C)C 3-methoxy-1-methyl-2-(4-(2-methyl-3-((R)-2-methylpyrrolidin-1-yl)propoxy)phenyl)quinolin-4(1H)-one